COC(=O)N[C@@H](C(C)(C)C)C(=O)N1[C@@H](C[C@H](C1)C(F)(F)F)C(=O)O N-(methoxycarbonyl)-3-methyl-L-valyl-(4R)-4-(trifluoromethyl)-L-proline